CS(=O)(=O)CCN1CCN(CC1)C=O [4-(2-methylsulfonylethyl)-piperazin-1-yl]-methanone